FC1=C(C=CC=C1)C1=CN2C[C@H](CC3=CC=CC1=C23)NC(OC(C)(C)C)=O tert-butyl (S)-(1-(2-fluorophenyl)-5,6-dihydro-4H-pyrrolo[3,2,1-ij]quinolin-5-yl)carbamate